CC1=NC=CC(=C1NC(=O)C=1C(=NC(=NC1)NC1=CC(=C(C=C1)C1CCN(CC1)C)C)OC)C N-(2,4-dimethylpyridin-3-yl)-4-methoxy-2-{[3-methyl-4-(1-methylpiperidin-4-yl)phenyl]amino}pyrimidine-5-carboxamide